O1CCN(CC1)C1=CC=C2C(=N1)C(N(C2)C2CCN(CC2)C(=O)OC(C)(C)C)=O tert-butyl 4-(2-morpholino-7-oxo-5H-pyrrolo[3,4-b]pyridin-6-yl)piperidine-1-carboxylate